FC1=NC(=CC(=C1)N1CCOCC1)N1C(C2=C(N=C(N=C2)C=2N=CSC2)CC1)C 4-[2-fluoro-6-(5-methyl-2-thiazol-4-yl-7,8-dihydro-5H-pyrido[4,3-d]pyrimidin-6-yl)-4-pyridinyl]morpholine